C(C)(C)(C)N1N=CC(=C1)C(=O)NCC1=CC=C(C=C1)C=1C=2N(C=C(N1)C=1C=NN(C1)C)N=CC2 1-(Tert-butyl)-N-(4-(6-(1-methyl-1H-pyrazol-4-yl)pyrazolo[1,5-a]pyrazin-4-yl)benzyl)-1H-pyrazole-4-carboxamide